CS(=O)(=O)C1(CC1)C1=NOC(=N1)C(=O)N 3-(1-methanesulfonylcyclopropyl)-1,2,4-oxadiazole-5-carboxamide